IC=1C(=CC=C(OC2=C(C=C(C[C@H](N)C(=O)O)C=C2)I)C1)O 5',3-diiodothyronine